(Z)-2-cyano-N,N-diethyl-3-hydroxy-3-(4-hydroxy-2-methoxy-5-nitrophenyl)acrylamide C(#N)/C(/C(=O)N(CC)CC)=C(\C1=C(C=C(C(=C1)[N+](=O)[O-])O)OC)/O